racemic-(rac)-Tartaric acid C(C(O)C(O)C(=O)O)(=O)O